4-{5-{[dimethyl(oxo)-λ6-sulfanylidene]amino}-2-(4-fluoro-2,6-dimethylphenoxy)phenyl}-6-methyl-1-tosyl-1,6-dihydro-7H-pyrrolo[2,3-c]pyridin-7-one CS(=O)(C)=NC=1C=CC(=C(C1)C=1C2=C(C(N(C1)C)=O)N(C=C2)S(=O)(=O)C2=CC=C(C)C=C2)OC2=C(C=C(C=C2C)F)C